ClC1=NC=C(C(=C1)N[C@@H]1C[C@@H]([C@H](C1)NC(OC(C)(C)C)=O)O)[N+](=O)[O-] tert-butyl ((1S,2S,4S)-4-((2-chloro-5-nitropyridin-4-yl)amino)-2-hydroxycyclopentyl)-carbamate